COC1=CC(=NC=N1)CNC(=O)C1=C(OC=2N=CN=C(C21)NC2(CC2)C)C N-[(6-methoxypyrimidin-4-yl)methyl]-6-methyl-4-[(1-methylcyclopropyl)amino]furo[2,3-d]pyrimidine-5-carboxamide